C(C)N1C(N(C=2C(=C(C=C3C2C1=NN(C3=O)C)CO)F)CC3=CC=C(C=C3)OC)=O 9-Ethyl-6-fluoro-5-(hydroxymethyl)-7-(4-methoxybenzyl)-2-methyl-2,9-dihydro-3H-pyridazino[3,4,5-de]quinazoline-3,8(7H)-dione